tert-butyl (2R,4R)-4-((6-((1-(tert-butyl)-5-methyl-1H-pyrazol-3-yl)amino)-3-fluoro-4-(1-fluoroethyl) pyridin-2-yl)methyl)-1-(3-chloro-2-fluorobenzyl)-2-methylpiperidine-4-carboxylate C(C)(C)(C)N1N=C(C=C1C)NC1=CC(=C(C(=N1)C[C@@]1(C[C@H](N(CC1)CC1=C(C(=CC=C1)Cl)F)C)C(=O)OC(C)(C)C)F)C(C)F